CC1(C(CCC1)(C)C)C(=O)O 1,2,2-trimethylcyclopentanecarboxylic acid